C[C@H]1CN(CCN1C1=NC=C(C=C1)S(F)(F)(F)(F)F)C(CCOC[C@H](C)NC1=C(C(NN=C1)=O)C(F)(F)F)=O 5-(((S)-1-(3-((S)-3-methyl-4-(5-(pentafluoro-λ6-sulfanyl)pyridin-2-yl)piperazin-1-yl)-3-oxopropoxy)propan-2-yl)amino)-4-(trifluoromethyl)pyridazin-3(2H)-one